FS(C1=CC=C(C=O)C=C1)(F)(F)(F)F 4-(Pentafluorosulfanyl)benzaldehyde